C(C)(C)(C)C1=CC=C(C=C1)C1=NC(=C(C(=N1)CC)C(=O)O)C 2-(4-(tert-butyl)phenyl)-4-ethyl-6-methylpyrimidine-5-carboxylic acid